(2-((2S,3S,4S)-2-(aminomethyl)-5-chloro-6-fluoro-3-methyl-2-phenyl-2,3-dihydrobenzofuran-4-yl)-3,4-difluorophenoxy)ethan-1-ol NC[C@@]1(OC2=C([C@@H]1C)C(=C(C(=C2)F)Cl)C2=C(OC(C)O)C=CC(=C2F)F)C2=CC=CC=C2